N-(4-((2-(1,1-difluoroethyl)-6-methylpyrimidin-4-yl)amino)-5-(4,5,6,7-tetrahydrothiazolo[5,4-c]pyridin-2-yl)pyridin-2-yl)acetamide FC(C)(F)C1=NC(=CC(=N1)NC1=CC(=NC=C1C=1SC=2CNCCC2N1)NC(C)=O)C